Cis-2-((2-bromo-1,3-thiazol-4-yl)methyl)-3-((methylsulfonyl)amino)pyrrolidine-1-carboxylic acid tert-butyl ester C(C)(C)(C)OC(=O)N1[C@H]([C@H](CC1)NS(=O)(=O)C)CC=1N=C(SC1)Br